glycidoxyoctyltrimethoxysilane C(C1CO1)OCCCCCCCC[Si](OC)(OC)OC